CC1=NN(C(=C1)C)C=1C=C(C(=O)NC(C(=O)O)CCN(CCCCC2=NC=3NCCCC3C=C2)S(=O)(=O)C)C=CC1 2-[[3-(3,5-dimethylpyrazol-1-yl)benzoyl]amino]-4-[methylsulfonyl-[4-(5,6,7,8-tetrahydro-1,8-naphthyridin-2-yl)butyl]amino]butanoic acid